Cl.N[C@H](COC1C(N(CC1)C1CCN(CC1)C1=NC=C(N=C1)C(F)(F)F)=O)C 3-((S)-2-aminopropoxy)-1-(1-(5-(trifluoromethyl)pyrazin-2-yl)piperidin-4-yl)pyrrolidin-2-one hydrochloride